COC1=CC=C(C=C1)NS(=O)(=O)C2=CC=C(C=C2)N 4-amino-N-(4-methoxyphenyl)benzenesulfonamide